C(#N)COC1=CC=C2C(=CC=C(C2=C1)CCNC(C)=O)F N-(2-(7-(cyanomethoxy)-4-fluoronaphthalen-1-yl)ethyl)acetamide